CN1CC2=NN=C(C2=C1)C(F)(F)F 5-methyl-3-(trifluoromethyl)-5,6-dihydropyrrolo[3,4-c]pyrazol